2-methoxyethyl 6-{1-[(4-chlorobenzene-1-carbonyl)amino]ethyl}-3,4-dihydro-1,5-naphthyridine-1(2H)-carboxylate ClC1=CC=C(C=C1)C(=O)NC(C)C=1N=C2CCCN(C2=CC1)C(=O)OCCOC